C(C1=CC=CC=C1)OC=1C=C(C#N)C=C(C1C(=O)N1CCC2=C(CC1)C=C(C=C2)OC2CCN(CC2)C)O 3-(Benzyloxy)-5-hydroxy-4-(7-((1-methylpiperidin-4-yl)oxy)-2,3,4,5-tetrahydro-1H-benzo[d]azepine-3-carbonyl)benzonitrile